Methyl (S)-3-((S)-2-((tert-butoxycarbonyl)amino)pent-4-enamido)-3-(2'-(hex-5-en-1-yloxy)-6'-methyl-[1,1'-biphenyl]-3-yl)propanoate C(C)(C)(C)OC(=O)N[C@H](C(=O)N[C@@H](CC(=O)OC)C=1C=C(C=CC1)C1=C(C=CC=C1C)OCCCCC=C)CC=C